C(C)(=O)O[C@H]1C[C@@H](CC1)N1C(=NC2=C1C=CC(=C2)C=2C(=NOC2C)C)[C@H]2N(C(CC2)=O)C2=CC(=C(C=C2)OC)Cl (1R,3R)-3-(2-((S)-1-(3-chloro-4-methoxyphenyl)-5-oxopyrrolidin-2-yl)-5-(3,5-dimethylisoxazol-4-yl)-1H-benzo[d]imidazol-1-yl)cyclopentyl acetate